(1R,5R)-N-(4-(3-(2,6-difluorophenyl)-1-methyl-1H-pyrazol-4-yl)-7-methoxyquinazolin-6-yl)-3-methyl-3-azabicyclo[3.1.0]hexane-1-carboxamide FC1=C(C(=CC=C1)F)C1=NN(C=C1C1=NC=NC2=CC(=C(C=C12)NC(=O)[C@]12CN(C[C@@H]2C1)C)OC)C